C(C)(C)(C)OC(=O)N[C@H](C(=O)OC(C)(C)C)CCCCO tert-butyl (S)-2-((tert-butoxycarbonyl)amino)-6-hydroxyhexanoate